CN(C(=O)C=1C=C(C=CC1)B(O)O)C [3-(dimethylcarbamoyl)phenyl]boronic acid